C(C)(C)(C)OC(=O)N1[C@@H](COCC1)C=1C=C(C=C2CCN(CC12)C(=O)N1C(COCC1C)C)C=1C=C2C(=NC1)NC=C2C (3R)-3-(2-(3,5-dimethylmorpholine-4-carbonyl)-6-(3-methyl-1H-pyrrolo[2,3-b]pyridine-5-yl)-1,2,3,4-tetrahydroisoquinolin-8-yl)morpholine-4-carboxylic acid tert-butyl ester